nitrophenylanthracene [N+](=O)([O-])C1=C(C2=CC3=CC=CC=C3C=C2C=C1)C1=CC=CC=C1